ClC=1C=CC=2C(C3=CC=C(C=C3C2C1)Cl)=O 3,6-dichloro-9H-fluoren-9-one